N1=CC(=CC=C1)C=1N=CN(C1)CCCCN 4-(4-(pyridin-3-yl)-1H-imidazol-1-yl)butan-1-amine